(2R,4S)-4-[8-amino-1-(4-{[4-(trifluoromethyl)pyridin-2-yl]carbamoyl}phenyl)imidazo[1,5-a]pyrazin-3-yl]-1-methylpiperidine-2-carboxylic acid NC=1C=2N(C=CN1)C(=NC2C2=CC=C(C=C2)C(NC2=NC=CC(=C2)C(F)(F)F)=O)[C@@H]2C[C@@H](N(CC2)C)C(=O)O